ClC=1C=CC2=C(C(=CC3=C(N=C4C=CC=CC4=C23)C(F)(F)F)C2=CC=C(C=C2)Cl)C1 10-Chloro-8-(4-chlorophenyl)-6-(trifluoromethyl)benzo[k]phenanthridine